FC1=C(C(=O)N(C)C)C=C(C=C1C(F)(F)F)N=C=S 2-fluoro-5-isothiocyanato-N,N-dimethyl-3-(trifluoromethyl)benzamide